C1(=CC=CC=C1)C=1N(C2=CC=CC=C2C1)CC(=O)NO 2-(2-Phenylindol-1-yl)ethanehydroxamic acid